bis(3,5-dimethyl-4-nitryloxyphenyl) phthalate C(C=1C(C(=O)OC2=CC(=C(C(=C2)C)O[N+](=O)[O-])C)=CC=CC1)(=O)OC1=CC(=C(C(=C1)C)O[N+](=O)[O-])C